(R)-6-(6-bromo-2-oxo-3-(4-(trifluoromethyl)-2,3-dihydro-1H-inden-1-yl)-2,3-diHydro-1H-benzo[d]imidazol-1-yl)-3-methylbenzo[d]oxazol-2(3H)-one BrC=1C=CC2=C(N(C(N2[C@@H]2CCC3=C(C=CC=C23)C(F)(F)F)=O)C2=CC3=C(N(C(O3)=O)C)C=C2)C1